3-(6-chloro-4-methoxy-pyridazin-3-yl)cyclobutanol ClC1=CC(=C(N=N1)C1CC(C1)O)OC